C1(CCCCC1)C1=CC=C(CN(C2=CC=C(C=C2)B(O)O)C(C2=CC(=C(C=C2)F)F)=O)C=C1 (4-(N-(4-cyclohexylbenzyl)-3,4-difluorobenzoylamino)phenyl)boronic acid